CN(C(C)=O)[C@H]1CNCC1 (R)-3-(N-methylacetamido)pyrrolidin